2-[1-[2-[1-(4-Cyanophenyl)triazol-4-yl]-6-methyl-4-oxo-chromen-8-yl]ethylamino]benzoic acid C(#N)C1=CC=C(C=C1)N1N=NC(=C1)C=1OC2=C(C=C(C=C2C(C1)=O)C)C(C)NC1=C(C(=O)O)C=CC=C1